C1(=CC=CC=C1)C[C@H](C(=O)O)NC(CCC1=NC=2C(=NC=CC2)N1CC=1SC=CC1)=O (R)-3-Phenyl-2-[3-(3-thiophen-2-ylmethyl-3H-imidazo[4,5-b]pyridin-2-yl)-propionylamino]-propionic acid